(1E,4E)-7-Bromo-5-methyl-1-phenyl-1,4-heptadiene BrCC/C(=C/C/C=C/C1=CC=CC=C1)/C